CO[Si](OC)(CC[Si](O[Si](O\C(=C/C(C)=O)\C)(C)C)(C)C)OC (Z)-3,3-dimethoxy-6,6,8,8,10-pentamethyl-2,7,9-trioxa-3,6,8-trisilatridec-10-en-12-one